Di(furan-3-yl)iodophosphane O1C=C(C=C1)P(I)C1=COC=C1